benzyl 4-[2-(tert-butoxycarbonylamino)ethoxymethyl]piperidine-1-carboxylate C(C)(C)(C)OC(=O)NCCOCC1CCN(CC1)C(=O)OCC1=CC=CC=C1